C(N)(OCCOC1=CC=C(C=C1)C[C@@H](COCC)NC1=C(C=NC2=CC=CC=C12)[N+](=O)[O-])=O (S)-(2-(4-(3-ethoxy-2-((3-nitroquinolin-4-yl) amino) propyl) phenoxy) ethyl) carbamate